(3-chloropyridin-4-yl)(methyl)((trimethylsilyl)imino)-λ6-sulfanone ClC=1C=NC=CC1S(=O)(=N[Si](C)(C)C)C